ClCCC(C)=O 4-chloro-2-butanone